OCCCOC1=CC=C(C=C1)C(C)(C)C1=CC=C(C=C1)OCCCO 2,2-bis(4-hydroxypropoxyphenyl)-propane